7-(8-ethynyl-7-fluoro-3-hydroxy-naphthalen-1-yl)-8-fluoro-4-[(6S)-6-hydroxy-6-methyl-1,4-oxazepan-4-yl]pyrido[4,3-d]pyrimidin C(#C)C=1C(=CC=C2C=C(C=C(C12)C1=C(C=2N=CN=C(C2C=N1)N1CCOC[C@@](C1)(C)O)F)O)F